(1s,3r)-N1-(6-chloro-2-(trifluoromethyl)quinolin-4-yl)-N3-(1-methyl-1H-pyrazolo[3,4-c]pyridin-5-yl)cyclohexane-1,3-diamine ClC=1C=C2C(=CC(=NC2=CC1)C(F)(F)F)N[C@@H]1C[C@@H](CCC1)NC=1C=C2C(=CN1)N(N=C2)C